(S)-10-((5-chloro-2-((R)-8-hydroxy-6-azaspiro[3.5]nonan-6-yl)pyrimidin-4-yl)amino)-2-cyclopropyl-3,3-difluoro-7-methyl-1,2,3,4-tetrahydro-[1,4]oxazepino[2,3-c]quinolin-6(7H)-one ClC=1C(=NC(=NC1)N1CC2(CCC2)C[C@H](C1)O)NC1=CC=2C3=C(C(N(C2C=C1)C)=O)OCC([C@@H](N3)C3CC3)(F)F